CN1N=CC2=CC(=CC=C12)C1=C(C2=C(C=N1)N(C=N2)CC2CCN(CC2)C)C2=CC=C(C#N)C=C2 4-(6-(1-methyl-1H-indazol-5-yl)-3-((1-methylpiperidin-4-yl)methyl)-3H-imidazo[4,5-c]pyridin-7-yl)benzonitrile